C(C1=CC=CC=C1)NC1=C2N=CN(C2=NC(=N1)C1=CC(=CC=C1)F)[C@H]1[C@@H]([C@@H]([C@H](O1)C(=O)NC)O)O (2S,3S,4R,5R)-5-(6-(benzylamino)-2-(3-fluorophenyl)-9H-purin-9-yl)-3,4-dihydroxyl-N-methyltetrahydrofuran-2-carboxamide